1-Methyl-1,3-dihydro-indol-2-one CN1C(CC2=CC=CC=C12)=O